4-((3-bromopropyl)amino)thiophene-3-carboxylic acid methyl ester COC(=O)C1=CSC=C1NCCCBr